ClC1=CC=C(C=C1)C1OC(=C(C1=O)OS(=O)(=O)CC)N 2-(4-chlorophenyl)-4-[[ethanesulfonyl]oxy]-5-amino-3(2H)-furanone